ClC1=CC=C(C=C1)[C@@]1(N(C(C2=CC(=CC(=C12)F)C(CC)(C=1N=CN(C1)C)O)=O)CC1=CC=C(C=N1)C#N)OCCOC 6-{[(1R)-1-(4-chlorophenyl)-7-fluoro-5-[1-hydroxy-1-(1-methyl-1H-imidazol-4-yl)propyl]-1-(2-methoxyethoxy)-3-oxo-2,3-dihydro-1H-isoindol-2-yl]methyl}pyridine-3-carbonitrile